BrC1=C2CCN([C@@H](C2=C(C=C1)O)CN1C(C2=CC=CC=C2C1)=O)C(=O)[C@H]1[C@H](CCCC1)C(=O)OCC1=C(C=C(C=C1)OC)OC 2,4-dimethoxybenzyl (1S,2R)-2-((S)-5-bromo-8-hydroxy-1-((1-oxoisoindolin-2-yl)methyl)-1,2,3,4-tetrahydroisoquinoline-2-carbonyl)-cyclohexane-1-carboxylate